CC1=CC2=C(C(N(N=C2C)CC(=O)NC2=NC=CC=N2)=O)S1 2-{2,4-Dimethyl-7-oxo-6H,7H-thieno[2,3-d]pyridazin-6-yl}-N-(pyrimidin-2-yl)acetamide